C(C)(C)(C)OC(=O)NCC1=CC(=C(C=C1)NC(=O)C1=CC2=C(OCCC3=C2SC=C3)C=C1C=1C(=NC(=CC1)C(NC1CNC(C1)=O)=O)C(=O)OC)C methyl 3-(9-((4-(((tert-butoxycarbonyl)amino)methyl)-2-methylphenyl)carbamoyl)-4,5-dihydrobenzo[b]thieno[2,3-d]oxepin-8-yl)-6-((5-oxopyrrolidin-3-yl)carbamoyl)picolinate